C(C)(=O)C1=NN(C2=CC=C(C=C12)C=1C=NC=C(C1)S(N)(=O)=O)CC(=O)N1[C@@H]([C@@H]2C[C@@H]2C1)C(=O)NC1=NC(=CC=C1C)Br (1R,2S,5S)-3-(2-(3-acetyl-5-(5-sulfamoylpyridin-3-yl)-1H-indazol-1-yl)acetyl)-N-(6-bromo-3-methylpyridin-2-yl)-3-azabicyclo[3.1.0]hexane-2-carboxamide